4-(5-Cyanopyridin-2-yl)-1-methyl-1H-pyrazole-3-carboxylic acid C(#N)C=1C=CC(=NC1)C=1C(=NN(C1)C)C(=O)O